CC1(O[C@@H]2[C@H](O1)[C@](O[C@H]2N3C=CC(=O)NC3=O)(CO)F)C 4'-fluoro-2',3'-O-isopropylideneuridine